C(CCCCCCC\C=C/C\C=C/CCCCC)C1(CC(CC1)OC(CCCN(C)C)=O)CCCCCCCC\C=C/C\C=C/CCCCC 3,3-Di((9Z,12Z)-octadeca-9,12-dien-1-yl)cyclopentyl-4-(dimethylamino)butanoate